5-[4-amino-5-(trifluoromethyl)pyrrolo[2,1-f][1,2,4]triazin-7-yl]-N-[(3R,4S)-1-(2,3-difluorobenzoyl)-4-fluoropyrrolidin-3-yl]-4-fluoro-2-methylbenzamide NC1=NC=NN2C1=C(C=C2C=2C(=CC(=C(C(=O)N[C@@H]1CN(C[C@@H]1F)C(C1=C(C(=CC=C1)F)F)=O)C2)C)F)C(F)(F)F